3-[2-[4-(8-chloro-7-cyclopropyl-4-oxo-chromen-2-yl)phenoxy]ethoxy]cyclobutanecarboxylic acid ClC=1C(=CC=C2C(C=C(OC12)C1=CC=C(OCCOC2CC(C2)C(=O)O)C=C1)=O)C1CC1